tert-butyl (S)-(2-((4-(cyclopropanecarbonyl)pyridin-2-yl)amino)-1-(4,4-difluorocyclohexyl)-2-oxoethyl)carbamate C1(CC1)C(=O)C1=CC(=NC=C1)NC([C@H](C1CCC(CC1)(F)F)NC(OC(C)(C)C)=O)=O